N1=C(N=CC=C1)N Pyrimidine-amine